CN1CN(C=2N(C(N(C)C(C12)=O)=O)C)CC 7-methyl-9-ethyl-theophylline